NC1=CC(=C(C=C1)CCN1[C@H](O[C@@H](C1=O)C)C=1C(=NN(C1)C1=CC=C(C=C1)Br)C1=CNC=C1)F (2r,5r)-3-(4-amino-2-fluorophenylethyl)-2-(1-(4-bromophenyl)-3-(1H-pyrrol-3-yl)-1H-pyrazol-4-yl)-5-methyl-oxazolidin-4-one